The molecule is a 2-hydroxy monocarboxylic acid that is lactic acid in which one of the methyl hydrogens is substituted by a phenyl group. It has a role as a human metabolite. It derives from a rac-lactic acid. It is a conjugate acid of a 3-phenyllactate. C1=CC=C(C=C1)CC(C(=O)O)O